ClC=1N=C(C2=C(N1)NC=C2)NC(C)C 2-chloro-N-isopropyl-7H-pyrrolo[2,3-d]pyrimidin-4-amine